CN1N=C2C=CC(=CC2=C1C(=O)NC1CNCC1)OCC1=C(N=CS1)C 2-methyl-5-[(4-methyl-1,3-thiazol-5-yl)methoxy]-N-(pyrrolidin-3-yl)-2H-indazole-3-carboxamide